C(CCCCCCCCCCC)C1=C(C=CC=C1)S(=O)(=O)O DoDecyl-BenzeneSulfonic Acid